COC1=NC=C(C(=N1)OC)C=1C=C(C=2N(N1)C=CN2)[C@@H]2[C@H](C2)C2=CC1=C(C=N2)C=NN1CC(F)(F)F 6-((1S,2S)-2-(6-(2,4-dimethoxypyrimidin-5-yl)imidazo[1,2-b]pyridazin-8-yl)cyclopropyl)-1-(2,2,2-trifluoroethyl)-1H-pyrazolo[4,3-c]pyridine